(S or R)-1-(2-(4-isopropylphenyl)-2,3,4,5,5a,6,8,9-octahydro-7H-1,2,5,7-tetraazabenzo[cd]azulen-7-yl)prop-2-en-1-one C(C)(C)C1=CC=C(C=C1)N1N=C2CCN(C[C@@H]3C2=C1CCN3)C(C=C)=O |o1:16|